C1(CC1)C=1N=CC=2C3=C(C=C(C2C1)S(=O)(=O)NCC(C)C)[C@@H](CC3)N3C(=NN=C3)NC=3N(N=C(C3)C)C |o1:21| (7R*)-3-cyclopropyl-7-[3-[(2,5-dimethyl-pyrazol-3-yl)amino]-1,2,4-triazol-4-yl]-N-(2-methyl-propyl)-8,9-dihydro-7H-cyclopenta[h]isoquinoline-5-sulfonamide